[3-(trimethoxysilyl)propyl]dodecyldimethylammonium chloride [Cl-].CO[Si](CCC[N+](C)(C)CCCCCCCCCCCC)(OC)OC